10-bromo-3-decenyloxymethyl ether BrCCCCCCC=CCCOCOCOCCC=CCCCCCCBr